5-(4-(dimethylamino)benzylidene)-3-hexyl-1-methyl-2-selenoxoimidazolidin-4-one CN(C1=CC=C(C=C2C(N(C(N2C)=[Se])CCCCCC)=O)C=C1)C